NC1=C(C#N)C(=CC(=C1)S(=O)(=O)C)N1CCC2(CC2)CC1 2-amino-4-(methylsulfonyl)-6-(6-azaspiro[2.5]octan-6-yl)benzonitrile